C(CC)(=O)OCCO Propanoic acid, 2-hydroxy-ethyl ester